N[C@@H]([C@H](O)C)C(=O)C1(C2=NCN([C@]3([C@H](O)[C@H](O)[C@@H](CO)O3)C(N)=O)C2=NC=N1)N 6-threonyl-carbamoyl-adenosine